FC(OC1=NC=CC(=C1)N1CC(C1)CC(=O)N1CC2=NC(=C(C(=C2C1)C)C)C(F)F)F 2-{1-[2-(difluoromethoxy)pyridin-4-yl]azetidin-3-yl}-1-[2-(difluoromethyl)-3,4-dimethyl-5,7-dihydro-6H-pyrrolo[3,4-b]pyridin-6-yl]ethanone